Cl.NCCC(=O)OCC ethyl β-alaninate hydrochloride